ClC1=CC(=C(C=N1)C#CC=1C(=CC(=NC1)C(=O)OC)C)/C=N/NS(=O)(=O)CC1=CC=CC=C1 methyl (E)-5-((6-chloro-4-((2-toluenesulfonylhydrazono) methyl) pyridin-3-yl) ethynyl)-4-methylpyridinecarboxylate